Cl.C(\C=C\C(=O)O)(=O)O fumaric acid, hydrochloride